(4-acryloyl-3-(cyanomethyl)piperazin-1-yl)-7-(3,5-dichloro-2-fluoro-6-hydroxyphenyl)-6-fluoro-1-(2-isopropyl-4-methylpyridin-3-yl)-2-oxo-1,2-dihydro-1,8-naphthyridine-3-carbonitrile C(C=C)(=O)N1C(CN(CC1)C1=C(C(N(C2=NC(=C(C=C12)F)C1=C(C(=CC(=C1O)Cl)Cl)F)C=1C(=NC=CC1C)C(C)C)=O)C#N)CC#N